[C@H]12COC[C@@H]2C1NC(=O)C=1C=C(C2=C([C@H](CO2)C2=C3C=CNC3=CC=C2)C1)C(=O)NC (R)-N5-((1R,5S,6r)-3-Oxabicyclo[3.1.0]hexan-6-yl)-3-(1H-indol-4-yl)-N7-methyl-2,3-dihydrobenzofuran-5,7-dicarboxamid